(S)-5-((((6-(2-chloro-3-(3-chloro-2-(1-methyl-3-(((((R)-oxetan-2-yl)methyl)amino)methyl)-1H-indazol-6-yl)pyridin-4-yl)phenyl)-2-methoxypyridin-3-yl)methyl)amino)methyl)pyrrolidin-2-one ClC1=C(C=CC=C1C1=C(C(=NC=C1)C1=CC=C2C(=NN(C2=C1)C)CNC[C@@H]1OCC1)Cl)C1=CC=C(C(=N1)OC)CNC[C@@H]1CCC(N1)=O